CN1N(C(C(=C1C)NN=C1C(=NN(C1=O)C1=CC=CC=C1)C)=O)C1=CC=CC=C1 1,5-dimethyl-4-[2-(3-methyl-5-oxo-1-phenyl-4,5-dihydro-1H-pyrazol-4-yliden)hydrazino]-2-phenyl-2,3-dihydro-1H-pyrazol-3-one